N1C=C(C2=CC=CC=C12)CNC(=O)[C@@H]1CN(CCC1)C=1C=2C(N=CN1)=NN(C2)C2=CC(=C(C=C2)C)F (S)-N-((1H-indol-3-yl)methyl)-1-(2-(3-fluoro-4-methylphenyl)-2H-pyrazolo[3,4-d]pyrimidin-4-yl)piperidine-3-carboxamide